ClC1=CC=C(C(=N1)C=O)F 6-chloro-3-fluoropyridine-carbaldehyde